(S)-2-(6-chloro-2-(pyridin-3-ylcarbamoyl)isoindolin-4-yl)pyrrolidine-1-carboxylic acid tert-butyl ester C(C)(C)(C)OC(=O)N1[C@@H](CCC1)C1=C2CN(CC2=CC(=C1)Cl)C(NC=1C=NC=CC1)=O